5-{3-Acetylamino-4-[3-(2-azido-acetylamino)-propionylamino]-tetrahydro-thiophen-2-yl}-pentanoic acid C(C)(=O)NC1C(SCC1NC(CCNC(CN=[N+]=[N-])=O)=O)CCCCC(=O)O